FC(CCC=1C(=NC(=NC1OC)N)OC)F 5-(3,3-difluoropropyl)-4,6-dimethoxy-pyrimidin-2-amine